N-(3-fluorophenyl)-4-hydroxy-1-isobutyl-7-(4-methylpiperazin-1-yl)-2-oxo-1,2-dihydroquinoline-3-carboxamide hydrochloride salt Cl.FC=1C=C(C=CC1)NC(=O)C=1C(N(C2=CC(=CC=C2C1O)N1CCN(CC1)C)CC(C)C)=O